NCC=1C=C(C=CC1)[C@@H]1C2=C(N(C([C@H]1NC(=O)C1=NN(C=C1)C(F)(F)F)=O)CC)N(N=C2)C2=CC=CC=C2 N-((4R,5S)-4-(3-(aminomethyl)phenyl)-7-ethyl-6-oxo-1-phenyl-4,5,6,7-tetrahydro-1H-pyrazolo[3,4-b]pyridin-5-yl)-1-(trifluoromethyl)-1H-pyrazole-3-carboxamide